tert-butyl 7-(2-tert-butoxycarbonylhydrazino)-3-oxa-9-azabicyclo[3.3.1]nonane-9-carboxylate C(C)(C)(C)OC(=O)NNC1CC2COCC(C1)N2C(=O)OC(C)(C)C